O.[Mg] magnesium hydrate